C1(C(C1)C=1C=2N(N=C(C1)C=1C=NC=NC1)C=CC2)C2CC2 5-(4-([1,1'-Bi(cyclopropane)]-2-yl)pyrrolo[1,2-b]pyridazin-2-yl)pyrimidine